C1(CC1)N(C1=C(C(=NC=N1)NCC1C(CN(CC1)CC(=O)N)O)F)CC1=CC=C(C=C1)C(F)(F)F 2-(4-(((6-(cyclopropyl(4-(trifluoromethyl)benzyl)amino)-5-fluoropyrimidin-4-yl)amino)methyl)-3-hydroxypiperidin-1-yl)acetamide